C(C)(CC)N1N=C(C(=C1CCC)O)CC 1-sec-butyl-3-ethyl-4-hydroxy-5-n-propyl-pyrazole